C(CCC)N(C(CCOC)=O)CCCC N,N-dibutyl-3-methoxypropaneamide